N-((3''-chloro-2'-hydroxy-4''-(3-methyl-2-oxoimidazolidin-1-yl)-3-(piperazin-1-yl)-[1,1':3',1''-terphenyl]-4-yl)methyl)acetamide ClC=1C=C(C=CC1N1C(N(CC1)C)=O)C=1C(=C(C=CC1)C1=CC(=C(C=C1)CNC(C)=O)N1CCNCC1)O